P(=O)(O)(O)CC(=O)OCCCCOC(C=C)=O acryloxybutyl phosphonoacetate